Quinazoline-5,8-diamine N1=CN=CC=2C(=CC=C(C12)N)N